C(CC(=O)OCC(C)=C)(=O)OCC(C)=C dimethallyl malonate